NC1=C(SC=2N=C(SC21)C)C(=O)NC2CC=1C=CC(=NC1CC2)N2CC1CCNCC21 6-amino-N-(2-{3,8-diazabicyclo[4.2.0]octan-8-yl}-5,6,7,8-tetrahydroquinolin-6-yl)-2-methylthieno[2,3-d][1,3]thiazole-5-carboxamide